bis-(triethoxysilylpropyl)disulphide C(C)O[Si](OCC)(OCC)CCCSSCCC[Si](OCC)(OCC)OCC